1-[bis(dimethylamino)methylene]-1H-1,2,3-triazolo[4,5-b]pyridinium uronium [NH2+]=C(O)N.CN(C)C(=[N+]1N=NC2=NC=CC=C21)N(C)C